C12(CC3CC(CC(C1)C3)C2)C(C)NC(=O)[C@]2(C=3C=CC=NC3[C@H](CC2)O)F (5s,8s)-N-(1-(adamantan-1-yl)ethyl)-5-fluoro-8-hydroxy-5,6,7,8-tetrahydroquinoline-5-carboxamide